COC=1N=C2C(=CC=NC2=CC1OC)OC1=C(C=C(C=C1)NC(=O)C1=NN(C(=C(C1=O)C1=CC=C(C=C1)F)C)C(C)C)F N-[4-[(6,7-Dimethoxy-1,5-naphthyridin-4-yl)oxy]-3-fluorophenyl]-5-(4-fluorophenyl)-6-methyl-4-oxo-1-propan-2-ylpyridazine-3-carboxamide